6-amino-7-(3-hydroxy-2,6-dimethylphenyl)-3-methylpyrrolo[1,2-b]pyridazine-5-carboxamide NC=1C(=C2N(N=CC(=C2)C)C1C1=C(C(=CC=C1C)O)C)C(=O)N